C(C)C(C(=O)N)(O)[C@@H]1[C@]2(C)[C@@H](CC1)[C@@H]1CC[C@H]3CC(CC[C@]3(C)[C@H]1CC2)=O ethyl-(3-keto-5α-androstan-17β-yl)glycolamide